Cyano-Silane C(#N)[SiH3]